(9S)-5-chloro-9-isopropyl-10-methyl-2-(methylsulfinyl)-9,10-dihydro-8H-7-oxa-1,3,6,10-tetraazacyclohepta[de]naphthalene ClC1=CC=2N=C(N=C3C2C(=N1)OC[C@@H](N3C)C(C)C)S(=O)C